C(=C)OC(CCCCCCCCCCC)=O.C=CC(C)=C isoprene vinyl-laurate